cyclohex-1-enecarboxylate C1(=CCCCC1)C(=O)[O-]